C(C)(C)(C)OC(=O)N1S(OC[C@@H]1C)(=O)=O (4S)-4-methyl-2,2-dioxo-1,2λ6,3-oxathiazolidine-3-carboxylic acid tert-butyl ester